(S)-4-((1-(8-(tert-butylsulfonyl)-4-chloro-1-oxo-2-phenyl-1,2-dihydroisoquinolin-3-yl)ethyl)amino)pyrido[2,3-d]pyrimidin-5(8H)-one C(C)(C)(C)S(=O)(=O)C=1C=CC=C2C(=C(N(C(C12)=O)C1=CC=CC=C1)[C@H](C)NC=1C2=C(N=CN1)NC=CC2=O)Cl